rac-(6S)-N-benzyl-7-(4-bromo-3-chloro-benzoyl)-6-cyclopropyl-2-(4-methoxyphenyl)-3-oxo-6,8-dihydro-5H-imidazo[1,5-a]pyrazine-1-carboxamide C(C1=CC=CC=C1)NC(=O)C=1N(C(N2C1CN([C@H](C2)C2CC2)C(C2=CC(=C(C=C2)Br)Cl)=O)=O)C2=CC=C(C=C2)OC |r|